(2,6-dimethyl-pyrimidin-4-yl)-ethanone CC1=NC(=CC(=N1)C(C)=O)C